FC(C1=NNC=C1C#N)F 3-(difluoromethyl)-1H-pyrazole-4-carbonitrile